[2-amino-4-(trifluoromethoxy)phenyl]-[4-[2-(1-methyl-4-piperidyl)-3H-imidazo[4,5-b]pyridin-7-yl]-1-piperidyl]methanone NC1=C(C=CC(=C1)OC(F)(F)F)C(=O)N1CCC(CC1)C1=C2C(=NC=C1)NC(=N2)C2CCN(CC2)C